3-methylisoquinoline-5-carboxylic acid CC=1N=CC=2C=CC=C(C2C1)C(=O)O